C(C)(C)(C)N(C(O)=O)[C@@H](CCC(C(F)(F)F)(C)C)C=1N=C2N(N=CC(=C2)[C@@H](COC)N2C(C3=CC=CC=C3C2=O)=O)C1.C(C1=CC=CC=C1)OC(=O)NCCCC[C@H](N)C(=O)O N6-[(benzyloxy)carbonyl]lysine tert-Butyl-((S)-1-(7-((S)-1-(1,3-dioxoisoindolin-2-yl)-2-methoxyethyl)imidazo[1,2-b]pyridazin-2-yl)-5,5,5-trifluoro-4,4-dimethylpentyl)carbamate